C1(=CC=C(C=C1)NC(=O)[C@@H]1CC[C@H]2N1C([C@H](CN(CC2)C(=O)OCC2=CC=CC=C2)NC(=O)OC(C)(C)C)=O)C2=CC=CC=C2 benzyl (5S,8S,10aR)-8-([1,1'-biphenyl]-4-ylcarbamoyl)-5-((tert-butoxycarbonyl)amino)-6-oxooctahydropyrrolo[1,2-a][1,5]diazocine-3(4H)-carboxylate